1,4-bis-(2-benzoxazolyl)naphthalene O1C(=NC2=C1C=CC=C2)C2=CC=C(C1=CC=CC=C21)C=2OC1=C(N2)C=CC=C1